S(O)(O)(=O)=O.N[C@@H](CC1=CNC2=CC=CC=C12)C(=O)O L-tryptophan bisulfate